3-(5-(2-fluoro-4-(4,4,5,5-tetramethyl-1,3,2-dioxaborolan-2-yl)phenyl)-2-oxooxazol-3(2H)-yl)-1-((2-(trimethylsilyl)ethoxy)methyl)piperidine-2,6-dione diethylenetriamine chloride salt [Cl-].NCCNCCN.FC1=C(C=CC(=C1)B1OC(C(O1)(C)C)(C)C)C1=CN(C(O1)=O)C1C(N(C(CC1)=O)COCC[Si](C)(C)C)=O